C(#N)C1=CC(=C(C=C1)N1CC(N(C2(CC(C2)C(=O)NC)C1=O)CC1=CC=C(C=C1)C(F)(F)F)=O)F (2r,4r)-8-(4-cyano-2-fluorophenyl)-N-methyl-6,9-dioxo-5-(4-(trifluoromethyl)benzyl)-5,8-diazaspiro[3.5]nonane-2-carboxamide